OCCN(C1CC(NC(C1)(C)C)(C)C)CCO 4-(di-(2-hydroxyethyl)amino)-2,2,6,6-tetramethylpiperidine